NCCCCN1N=NC(=C1)COC1=C2CN(C(C2=CC(=C1)Br)=O)C1C(NC(CC1)=O)=O 3-[4-[[1-(4-aminobutyl)triazol-4-yl]methoxy]-6-bromo-1-oxo-isoindolin-2-yl]piperidine-2,6-dione